CC=1N=C(C(=NC1)C(=O)O)C(=O)O 5-methylpyrazine-2,3-dicarboxylic acid